N[C@@H](C(C)C)C(=O)OCCCC(=O)O 4-((L-valinyl)oxy)butanoic acid